C(C)C1=C(C=CC2=CC=C(C=C2)C=CC2=C(C=CC=C2)CC)C=CC=C1 1,4-bis(2-ethylstyryl)benzene